5-amino-2,3-dihydro-isoindol-1-one NC=1C=C2CNC(C2=CC1)=O